S([O-])(O)(=O)=O.C[NH+](CCCC)C N,N-dimethyl-N-butylammonium bisulfate